bis-(dimethylaminopropyl)-2-hydroxyethylamine CN(C)CCCN(CCO)CCCN(C)C